O=C1NC2=CC=C(C=C2C=C1C#N)C#N 2-oxo-1,2-dihydroquinoline-3,6-dinitrile